NC1=C(C=C(C=C1)C(C(=O)N)C1=C(C=CC(=C1)Cl)OC)[N+](=O)[O-] (4-amino-3-nitro-phenyl)-2-(5-chloro-2-methoxy-phenyl)acetamide